diethylene-triamine NCCNCCN